NC1=C2C(=NC=N1)N(N=C2C2=CC=C(C=C2)OC2=CC=CC=C2)[C@@H]2[C@@H](CN(CC2)CC2=CC(=C(C=C2)C2C(NC(CC2)=O)=O)F)F 3-(4-(((3R,4S)-4-(4-amino-3-(4-phenoxyphenyl)-1H-pyrazolo[3,4-d]pyrimidin-1-yl)-3-fluoropiperidin-1-yl)methyl)-2-fluorophenyl)piperidine-2,6-dione